N1N=CC=2C=NC(=CC21)C2CCN(CC2)S(=O)(=O)C=2C=C1C=CC=NC1=CC2 6-((4-(1H-pyrazolo[4,3-c]pyridin-6-yl)piperidin-1-yl)sulfonyl)quinoline